1-methyl-3-(pyrimidin-4-ylamino)-5-(4,4,5,5-tetramethyl-1,3,2-dioxaborolan-2-yl)pyridin-2-one CN1C(C(=CC(=C1)B1OC(C(O1)(C)C)(C)C)NC1=NC=NC=C1)=O